5-(3-(6-((4-(2-(2,6-Dioxopiperidin-3-yl)-1-oxoisoindolin-4-yl)but-3-yn-1-yl)carbamoyl)pyridin-3-yl)isoquinolin-8-yl)-N-methyl-7-morpholino-1H-indole-3-carboxamide O=C1NC(CCC1N1C(C2=CC=CC(=C2C1)C#CCCNC(=O)C1=CC=C(C=N1)C=1N=CC2=C(C=CC=C2C1)C=1C=C2C(=CNC2=C(C1)N1CCOCC1)C(=O)NC)=O)=O